N(=NCC(C)C=1N(CCN1)C(NCCC[Si](OCCC)(OCCC)OCCC)=O)CC(C)C=1N(CCN1)C(NCCC[Si](OCCC)(OCCC)OCCC)=O azobis[2-(1-(tripropoxysilylpropylcarbamoyl)-2-imidazolin-2-yl)propane]